4-(6-(4-ethynylpiperidin-1-yl)pyridin-3-yl)-6-(2-hydroxy-2-methylpropyloxy)pyrazolo[1,5-a]pyridine-3-carbonitrile C(#C)C1CCN(CC1)C1=CC=C(C=N1)C=1C=2N(C=C(C1)OCC(C)(C)O)N=CC2C#N